C[C@]1(C(NCC1)=O)N1N=C(N=N1)C=1C(=NC=CC1)NC1=CC=C(C=C1)S(F)(F)(F)(F)F (3S)-3-methyl-3-[5-[2-[4-(pentafluoro-λ6-sulfanyl)anilino]-3-pyridyl]tetrazol-2-yl]pyrrolidin-2-one